C(OCCCCCCCN(CCCCCO)CCCCCCCC(=O)N(CCCCCCCCCCCC)CCCCCCCCCCCC)(OC(CCCCCCCC)CCCCCCCC)=O 7-((8-(didodecylamino)-8-oxooctyl)(5-hydroxypentyl)amino)heptyl heptadecan-9-yl carbonate